C(C)OC(=O)C1=CC=C([N+](=C1)[O-])[S-] 5-(ethoxycarbonyl)pyridine-2-thiolate 1-oxide